BrC=1C=C2C(=CC1)OCCC21CC1 6-Bromospiro(chroman-4,1'-cyclopropane)